4-[[(Z)-2-cyano-3-hydroxy-3-(5-methylisoxazol-4-yl)prop-2-enoyl]amino]-N,N-dimethyl-benzamide C(#N)/C(/C(=O)NC1=CC=C(C(=O)N(C)C)C=C1)=C(\C=1C=NOC1C)/O